2,3-diketo-1,7,7-trimethylnorcamphane O=C1C2(CCC(C1=O)C2(C)C)C